C[C@H]1N(CCNC1=O)C(=O)N[C@@H](C1=CC(=C(C(=C1)F)F)F)[C@@H]1CC[C@H](CC1)C(F)(F)F (R)-2-methyl-3-oxo-N-((R)-(trans-4-(trifluoromethyl)cyclohexyl)(3,4,5-trifluorophenyl)methyl)piperazine-1-carboxamide